pentylenediamine terephthalate salt C(C1=CC=C(C(=O)O)C=C1)(=O)O.C(CCCCN)N